FC(OC[C@H]1N(C[C@H](C1)OC1=NC=C(C=C1)C)C1=CC=C(C(=O)OC)C=C1)F methyl 4-((2S,4S)-2-((difluoromethoxy)methyl)-4-((5-methylpyridin-2-yl)oxy)pyrrolidin-1-yl)benzoate